2-chloro-5-(5-((isopropyl(methyl)amino)methyl)-1H-tetrazol-1-yl)benzonitrile ClC1=C(C#N)C=C(C=C1)N1N=NN=C1CN(C)C(C)C